3,7-dibromo-10H-phenoselenazine BrC=1C=CC=2NC3=CC=C(C=C3[Se]C2C1)Br